F[C@H]1CN(CC[C@H]1NC1=C2C=C(N(C2=CC=C1)CC(F)(F)F)C=1SC(=CN1)CNC(OCC1=CC=CC=C1)=O)C |r| (+/-)-benzyl ((2-(4-(((3S,4R)-3-fluoro-1-methylpiperidin-4-yl)amino)-1-(2,2,2-trifluoroethyl)-1H-indol-2-yl)thiazol-5-yl)methyl)carbamate